ClC=1C=NC(=C2C(C=C(N(C12)C1=C(C=CC=C1Cl)Cl)C)=O)OCCOCCOCCOCCOCCO 8-chloro-1-(2,6-dichlorophenyl)-5-((14-hydroxy-3,6,9,12-tetraoxatetradecyl)oxy)-2-methyl-1,6-naphthyridin-4(1H)-one